2-((((4-fluorophenyl)thio)carbonyl)amino)benzoic acid FC1=CC=C(C=C1)SC(=O)NC1=C(C(=O)O)C=CC=C1